C(C)(C)(C)OC(=O)N1CCN(CC1)C=1N=NC(=CC1)C#N 4-(6-Cyanopyridazin-3-yl)piperazine-1-carboxylic acid tert-butyl ester